COC(=O)C1=CC=2NC3=CC=C(C=C3C2C=C1)N1C=NC=C1 6-(1H-imidazol-1-yl)-9H-carbazole-2-carboxylic acid methyl ester